2,4-dihydroxy-5,6-diaminopyrimidine OC1=NC(=C(C(=N1)O)N)N